5-chloro-2-(hexahydro-4H-furo[3,4-b][1,4]oxazin-4-yl)pyridin-4-amine ClC=1C(=CC(=NC1)N1C2C(OCC1)COC2)N